NC=1C=2N(C=CN1)C(=NC2C)CCC2(C(C=CC(=C2F)Cl)OC(C)C)C=2C(=NC=CC2)C2C(CCN(C2)C=O)(F)F 5-(3-(1-(8-amino-1-methylimidazo[1,5-a]pyrazin-3-ylethyl)-5-chloro-6-fluoro-2-isopropoxyphenyl)pyridin-2-yl)(4,4-difluoropiperidin-1-yl)methanone